ClC=1C=CC(=C(C1)C1=CC=C(N=N1)OC1COC1)F 6-(5-chloro-2-fluorophenyl)-3-(oxetan-3-yloxy)pyridazin